NC=1C=C2CN(CC2=CC1)CCC(=O)C1=CC2=C(OCCO2)C=C1 3-(5-Aminoisoindolin-2-yl)-1-(2,3-dihydrobenzo[b][1,4]dioxin-6-yl)propan-1-one